FC=1C=C2C=CC(=NC2=CC1F)C(=O)O 6,7-difluoroquinoline-2-carboxylic acid